C1=CC=CC=2C3=CC=CC=C3C(C12)COC(=O)N[C@H](C(=O)O)CC=1C(=NNC1)C#N (S)-2-((((9H-fluoren-9-yl)methoxy)carbonyl)amino)-3-(3-cyano-1H-pyrazol-4-yl)propionic acid